C1(=CC=CC=C1)C(CC)C1=CC=CC=2N=C(NC21)C2=CC(=CC=C2)Cl 1-Phenylpropyl-2-(3-chlorophenyl)-benzo[d]imidazole